3-[6-methoxy-5-(pyrrolidin-3-ylamino)pyrazin-2-yl]-1H-indole-7-carbonitrile COC1=C(N=CC(=N1)C1=CNC2=C(C=CC=C12)C#N)NC1CNCC1